C1(CCCC1)N1N=C(C=C1C1=C(C=CC=C1)C(F)(F)F)C(=O)N[C@H](CC(=O)O)CCNC1CC(C1)(F)F (3S)-3-({1-cyclopentyl-5-[2-(trifluoromethyl)phenyl]-1H-pyrazol-3-yl}formamido)-5-[(3,3-difluorocyclobutyl)amino]pentanoic acid